3-(4-(3,4-difluoro-2-(trifluoromethyl)-phenyl)piperidine-1-carbonyl)-1,4,5,7-tetrahydro-6H-pyrazolo[3,4-c]pyridine-6-carbonitrile FC=1C(=C(C=CC1F)C1CCN(CC1)C(=O)C1=NNC=2CN(CCC21)C#N)C(F)(F)F